BrC1=CN=C2N1C=C(N=C2NC)C(=O)OCC ethyl 3-bromo-8-(methylamino)imidazo[1,2-a]pyrazine-6-carboxylate